ClC1=C(C=CC=C1)C=1OC2=C(C(C1)=O)C(=CC(=C2[C@@H]2[C@@H](CN(CC2)C)O)OC(N(CC2NCCCC2)CCF)=O)O (2-fluoroethyl)[(piperidin-2-yl)methyl]carbamic acid 2-(2-chlorophenyl)-5-hydroxy-8-[(3S,4R)-3-hydroxy-1-methylpiperidin-4-yl]-4-oxo-4H-1-benzopyran-7-yl ester